FC1C(C(C2=CC=CC=C12)=O)=O fluoroindandione